The molecule is benzamide substituted on nitrogen by a 2-hydroxyethyl group and at the 4-position by an (N-methylpiperidinio)methyl group. It has a role as a hapten. It is a monocarboxylic acid amide, a piperidinium ion and a member of benzamides. C[N+]1(CCCCC1)CC2=CC=C(C=C2)C(=O)NCCO